NC1=C(C=CC=C1C(=O)OC)N1CCC2(C(CN(CC2)C(=O)OCC2=CC=CC=C2)(F)F)CC1 Benzyl 9-(2-amino-3-methoxycarbonyl-phenyl)-5,5-difluoro-3,9-diazaspiro[5.5]undecane-3-carboxylate